C(C(=O)C)(=O)OC#CCC butynyl pyruvate